C(C)N(CC)CC=1N=NN(C1)C=1C=C(C=CC1)NC1=CC(=CC=C1)OC [3-(4-Diethylaminomethyl-[1,2,3]triazol-1-yl)-phenyl]-(3-methoxy)-phenylamine